crotyl-(2-dicyclohexylphosphino-2',4',6'-triisopropyl-3,6-dimethoxy-1,1'-biphenyl) C(C=CC)C1=C(C(=C(C(=C1)OC)C1=C(C=C(C=C1C(C)C)C(C)C)C(C)C)P(C1CCCCC1)C1CCCCC1)OC